2-(azidomethyl)-1-bromo-4-methoxybenzene N(=[N+]=[N-])CC1=C(C=CC(=C1)OC)Br